4-methoxy-3-(1,2-oxazol-5-yl)pyridine-2-ol COC1=C(C(=NC=C1)O)C1=CC=NO1